CC(CN)(CCCCCN)C 2,2-Dimethyl-1,7-diaminoheptane